ClC1=CC(=C(C(=C1)C)C=1C(NC2(C1[O-])COC1(CCOCC1)OC2)=O)OC.[Na+] sodium 3-(4-chloro-2-methoxy-6-methylphenyl)-2-oxo-7,11,14-trioxa-1-azadispiro[4.2.58.25]pentadec-3-en-4-olate